BrC1=C(OCC(C)(C)C=2N=C(SC2)NC(=O)C=2N(C=CC2)CC2=CC=NC=C2)C=CC=C1 N-(4-(1-(2-bromophenoxy)-2-methylpropan-2-yl)thiazol-2-yl)-1-(pyridin-4-ylmethyl)-1H-pyrrole-2-carboxamide